(1R,2S,5S)-3-(5-Chloro-4-fluoro-1H-indole-2-carbonyl)-6,6-dimethyl-N-((S)-1-oxo-3-((S)-2-oxopyrrolidin-3-yl)propan-2-yl)-3-azabicyclo[3.1.0]hexane-2-carboxamide ClC=1C(=C2C=C(NC2=CC1)C(=O)N1[C@@H]([C@H]2C([C@H]2C1)(C)C)C(=O)N[C@H](C=O)C[C@H]1C(NCC1)=O)F